C(C)N1C(N(C([C@@]12CCN(CCC2)CC2CCOCC2)=O)C=2C=C(C#N)C=C(C2)C)=O (R)-3-(1-ethyl-2,4-dioxo-8-((tetrahydro-2H-pyran-4-yl)methyl)-1,3,8-triazaspiro[4.6]undec-3-yl)-5-methylbenzonitrile